2,2-bis-(p-carboxylphenyl)propane C(=O)(O)C1=CC=C(C=C1)C(C)(C)C1=CC=C(C=C1)C(=O)O